C(#N)CC1N(CCNC1)C(=O)OC(C)(C)C tert-butyl 2-(cyanomethyl)piperazine-1-carboxylate